4-acetaminophenylsulfinic acid sodium salt [Na+].N(C(=O)C)C1=CC=C(C=C1)S(=O)[O-]